N-(5-methoxy-3-nitropyridin-2-yl)benzenesulfonamide COC=1C=C(C(=NC1)NS(=O)(=O)C1=CC=CC=C1)[N+](=O)[O-]